methyl 3-(4,4,5,5-tetramethyl-1,3,2-dioxaborolan-2-yl)-5,6-dihydropyridine-1(2H)-carboxylate CC1(OB(OC1(C)C)C=1CN(CCC1)C(=O)OC)C